4-acetoxy-2-methylene-butyric acid C(C)(=O)OCCC(C(=O)O)=C